2-[4-[(Z)-octadec-9-enoyl]oxyphenyl]acetic acid C(CCCCCCC\C=C/CCCCCCCC)(=O)OC1=CC=C(C=C1)CC(=O)O